N-(3-cyanooxetan-3-yl)-3-(5-(difluoromethyl)-1,3,4-thiadiazol-2-yl)-N-(2,4-dimethoxybenzyl)-8-(4-isobutyrylpiperazin-1-yl)imidazo[1,5-a]pyridine-6-sulfonamide C(#N)C1(COC1)N(S(=O)(=O)C=1C=C(C=2N(C1)C(=NC2)C=2SC(=NN2)C(F)F)N2CCN(CC2)C(C(C)C)=O)CC2=C(C=C(C=C2)OC)OC